1-(Triethoxysilylmethyl)aziridine C(C)O[Si](OCC)(OCC)CN1CC1